ClC=1C=NC(=NC1)N1CCC2(CC2CCCOC2=CC(=C(C=C2)CC(=O)O)F)CC1 2-(4-(3-(6-(5-chloropyrimidin-2-yl)-6-azaspiro[2.5]octan-1-yl)propoxy)-2-fluorophenyl)acetic acid